Bis(4-hydroxyphenyl)-1-ethyl-4-isopropylbenzene OC1=CC=C(C=C1)C=1C(=C(C=CC1C(C)C)CC)C1=CC=C(C=C1)O